Cl.FC1([C@H]2CC=3C(=NNC3C[C@]21C)C(=O)NC=2C=NN(C2)C2CCNCC2)F (4aS,5aR)-5,5-difluoro-5a-methyl-N-[1-(piperidin-4-yl)pyrazol-4-yl]-1H,4H,4aH,6H-cyclopropa[f]indazole-3-carboxamide hydrochloride